(R)-5-{4-[4-(6-chloro-5-methylbenzoxazol-2-yl)piperidine-1-carbonyl]phenyl}-5-isopropylimidazolidine-2,4-dione ClC1=CC2=C(N=C(O2)C2CCN(CC2)C(=O)C2=CC=C(C=C2)[C@@]2(C(NC(N2)=O)=O)C(C)C)C=C1C